(2S)-hex-5-en-2-ol C[C@@H](CCC=C)O